NCCCN1C=C(C2=CC(=CC=C12)CN1CCCCC1)C=1C(=NC=CC1)OC 1-((1-(3-aminopropyl)-3-(2-methoxypyridin-3-yl)-1H-indol-5-yl)methyl)piperidin